cyclopropyl 4-(6-(2-oxa-6-azaspiro[3.3]heptan-6-yl)pyrazolo[1,5-a]pyridin-3-yl)piperidine-1-carboxylate C1OCC12CN(C2)C=2C=CC=1N(C2)N=CC1C1CCN(CC1)C(=O)OC1CC1